2-(2-(2-(2-methoxyethoxy)ethoxy)ethyl)2,7-dibromofluorene COCCOCCOCCC1(C=C2C=C3C=C(C=CC3=C2C=C1)Br)Br